CC(C(=O)N1N=CCC1C1=CC=CC=C1)C 2-methyl-1-(5-phenyl-4,5-dihydro-1H-pyrazol-1-yl)propan-1-one